COC=1C=C(CN(C=2SC=C(N2)CN(C2CCOCC2)C)CC2=CC(=CC=C2)OC)C=CC1 N,N-bis(3-methoxybenzyl)-4-((methyl(tetrahydro-2H-pyran-4-yl)amino)methyl)thiazol-2-amine